CC1=C(C(=O)NC=2C=NC(=CC2)C)C=CC(=C1)[N+](=O)[O-] 2-methyl-N-(6-methylpyridin-3-yl)-4-nitrobenzamide